FC(OC1=CC(=NC=C1)[Sn](C)(C)C)F 4-(difluoromethoxy)-2-(trimethylstannyl)pyridine